S1C=C(C=C1)CN1C(=NC=C1)C(=O)O 1-(thien-3-ylmethyl)-1H-imidazole-2-carboxylic acid